6-bromo-N-(2-chloroethyl)-2-naphthamide BrC=1C=C2C=CC(=CC2=CC1)C(=O)NCCCl